C(#N)C=1C(=NN2C1NC1=C(CC2)C=C(C=C1)N1CCN(CC1)C(=O)OC(C)(C)C)C1=NC=C(C(=C1)C)C(NC1=NC(=CC=C1)C)=O tert-butyl 4-(3-cyano-2-(4-methyl-5-((6-methylpyridin-2-yl)carbamoyl)pyridin-2-yl)-9,10-dihydro-4H-benzo[d]pyrazolo[1,5-a][1,3]diazepin-7-yl)piperazine-1-carboxylate